CC1(CCC(CC1)=CC[13CH]1OCCCCO1)C 2-(2-(4,4-dimethylcyclohexylidene)ethyl)-1,3-dioxepane-13C